[Br-].[Br-].C[NH+](CCCCCCCCCCCCCCCC)C.C[NH+](CCCCCCCCCCCCCCCC)C bis(N,N-dimethylhexadecane-1-aminium) dibromide